2'-(5-Cyclopropyl-1H-imidazol-2-yl)-5-methoxy-3,4'-bipyridin C1(CC1)C1=CN=C(N1)C1=NC=CC(=C1)C=1C=NC=C(C1)OC